phenoxyl isobutyrate C(C(C)C)(=O)OOC1=CC=CC=C1